6-bromomethyl-9-ethyl-9H-carbazole BrCC=1C=C2C=3C=CC=CC3N(C2=CC1)CC